C(#N)[C@H]1N(CSC1)C(CNC(=O)C1=CC=NC2=CC=C(C=C12)C=1C=NN(C1)C1CCOCC1)=O (R)-N-(2-(4-cyanothiazolidin-3-yl)-2-oxoethyl)-6-(1-(tetrahydro-2H-pyran-4-yl)-1H-pyrazol-4-yl)-quinoline-4-carboxamide